CC1=C(C(=CC=C1)C)C1=NC=2NS(C=3C=CC=C(C(N[C@@H]4CN(CC[C@H]4OC(=C1)N2)C2CC1(C2)CCCCC1)=O)C3)(=O)=O (3R,8R)-20-(2,6-Dimethylphenyl)-6-{spiro[3.5]nonan-2-yl}-2-oxa-16λ6-thia-6,9,17,19,22-pentaazatetracyclo[16.3.1.111,15.03,8]tricosa-1(21),11,13,15(23),18(22),19-hexaene-10,16,16-trione